tert-butyl ((6-fluoro-1-methyl-2-oxo-2,3-dihydro-1H-pyrrolo[3,2-b]pyridin-7-yl)methyl)carbamate FC=1C(=C2C(=NC1)CC(N2C)=O)CNC(OC(C)(C)C)=O